3-[3-(1-methyl-2-oxo-ethyl)phenyl]oxetane-3-carboxylic acid CC(C=O)C=1C=C(C=CC1)C1(COC1)C(=O)O